ClC=1C=CC2=C([C@@H](CCO2)NC(CC2=NC(=NN2C)C2=CC(=C(C=C2)Cl)OC(C)C)=O)C1 N-[(4R)-6-Chloro-3,4-dihydro-2H-1-benzopyran-4-yl]-2-[3-(4-chloro-3-isopropyloxyphenyl)-1-methyl-1H-1,2,4-triazol-5-yl]acetamid